O=C1NC(CCC1C1=CC=C(C=N1)NC(CN1[C@@H](CNC[C@@H]1C)C)=O)=O (3r,5s)-4-(2-((6-(2,6-dioxopiperidin-3-yl)pyridin-3-yl)amino)-2-oxoethyl)-3,5-dimethylpiperazine